C(=O)OCCC(CCC=C(C)C)C 3,7-dimethyloct-6-enyl formate